BrC1=CC=C(C=C1)N(C1=CC=C(C=C1)C=1C(=CC=CC1)C1=CC=CC=C1)C1=CC=CC=C1 N-(4-bromophenyl)-N-phenyl-terphenyl-4-amine